(3R)-3-({2-[4-(trifluoromethyl)pyridin-2-yl][1,2,4]triazolo[1,5-c]quinazolin-5-yl}amino)azepin-2-one FC(C1=CC(=NC=C1)C1=NN2C(=NC=3C=CC=CC3C2=N1)NC=1C(N=CC=CC1)=O)(F)F